methyl (E)-3-(2-nitrovinyl)-1H-indole-4-carboxylate [N+](=O)([O-])/C=C/C1=CNC=2C=CC=C(C12)C(=O)OC